NC1=NN(C=C1)C(CO)(C)C 2-(3-amino-1H-pyrazol-1-yl)-2-methylpropan-1-ol